BrC1=CC=C(C=C1)CC1CN(CCO1)C(=O)OC(C)(C)C tert-butyl 2-[(4-bromophenyl)methyl]morpholine-4-carboxylate